BrC1=CC(=C(S1)C=1SC(=CC1SCCCCCCCCCCCCCC)Br)SCCCCCCCCCCCCCC 5,5'-dibromo-3,3'-di(tetradecylthio)-2,2'-bithiophene